COC=1C=CC2=C(N=C(O2)C2=CN=C(C=3N=NC(=CC32)NC(=O)C3CC3)NC)C1 N-(5-(5-methoxybenzo[d]oxazol-2-yl)-8-(methylamino)pyrido[3,4-c]pyridazin-3-yl)cyclopropanecarboxamide